FC=1C=C(C#N)C=CC1OCCOC1=CC(=CC=C1)C1=CN=CS1 3-fluoro-4-(2-(3-(thiazol-5-yl)phenoxy)ethoxy)benzonitrile